(4-((tert-butyldimethylsilyl)oxy)cyclohexane-1,1-diyl)dimethanol [Si](C)(C)(C(C)(C)C)OC1CCC(CC1)(CO)CO